4-ethyl-4-(hydroxymethyl)piperidine-1-carboxylate C(C)C1(CCN(CC1)C(=O)[O-])CO